8-hydroxy-1-naphthalenecarboxylic acid OC=1C=CC=C2C=CC=C(C12)C(=O)O